NC1=NN2C(C=C(C=C2)C=2C=C(C(=NC2)OC)C(=O)NCCC(O)C2=NC=C(C=C2)Cl)=N1 5-{2-amino-[1,2,4]triazolo[1,5-a]pyridin-7-yl}-N-[3-(5-chloropyridin-2-yl)-3-hydroxypropyl]-2-methoxypyridine-3-carboxamide